C(=O)C1CCCCC1 2-formylcyclohexane